NC1=C(C(=NN1[C@@H]1C[C@H](CC1)O)C1=CC=C(C=C1)CNC(C1=C(C=CC=C1)OC)=O)C(=O)N |o1:6,8| 5-amino-1-[(S*,3S*)-3-hydroxycyclopentyl]-3-[4-[[(2-methoxybenzoyl)amino]methyl]phenyl]pyrazole-4-carboxamide